C1(CC1)CN1CCC(CC1)C(NS(=O)C(C)(C)C)C1=C(C=C(C(=C1)Cl)Cl)O N-((1-(cyclopropylmethyl)piperidin-4-yl)(4,5-dichloro-2-hydroxyphenyl)methyl)-2-methylpropane-2-sulfinamide